C(#N)CCC=1C(=NC2=C(C=NC(=C2C1C1=C(C=C(C=C1)C#N)OC)OCC)C)C 2-cyanoethyl-4-(4-cyano-2-methoxyphenyl)-5-ethoxy-2,8-dimethyl-1,6-naphthyridine